N-(4-hydroxy-3-methoxyphenyl)acetamide OC1=C(C=C(C=C1)NC(C)=O)OC